5-(3-methyl-1-(1-methylpiperidin-4-yl)-2-oxo-2,3-dihydro-1H-benzo[d]imidazol-5-yl)benzamide CN1C(N(C2=C1C=C(C=C2)C=2C=CC=C(C(=O)N)C2)C2CCN(CC2)C)=O